[1,3]diazino[1,2-a]pyrimidin-4-one N1=C2N(C(C=C1)=O)C=CC=N2